C1(CC1)N1CN=C(C=C1)C=1C=NN2N=CC=CC21 N-cyclopropyl-4-pyrazolo[1,5-b]pyridazin-3-ylpyrimidin